C1(CCCC1)C=1C2=C(N=C(N1)SC)NC(=C2)C(=O)NC2=CC=CC=C2 cyclopentyl-N-phenyl-2-(methylthio)-7H-pyrrolo[2,3-d]pyrimidine-6-carboxamide